3-(4-chlorobenzoyl)-4-oxo-N-(3-(pyrrolidin-1-yl)propyl)-3,4-dihydroquinazoline-2-carboxamide ClC1=CC=C(C(=O)N2C(=NC3=CC=CC=C3C2=O)C(=O)NCCCN2CCCC2)C=C1